(3-(2-(Nicotinoyloxy)ethoxy)propyl)triphenylphosphonium C(C1=CN=CC=C1)(=O)OCCOCCC[P+](C1=CC=CC=C1)(C1=CC=CC=C1)C1=CC=CC=C1